7-bromo-6-chloro-1,2,3,4-tetrahydroquinazoline-2,4-dione BrC1=C(C=C2C(NC(NC2=C1)=O)=O)Cl